tert-butyl ((2S,3S,5R)-2-(hydroxymethyl)-5-(5-methyl-2,4-dioxo-3,4-dihydropyrimidin-1(2H)-yl)tetrahydrofuran-3-yl)carbamate OC[C@H]1O[C@H](C[C@@H]1NC(OC(C)(C)C)=O)N1C(NC(C(=C1)C)=O)=O